2,2,2-Trifluoroethyl 2-[cyclopropyl-[[4-(trifluoromethyl)phenyl]methyl]amino]-2-oxo-acetate C1(CC1)N(C(C(=O)OCC(F)(F)F)=O)CC1=CC=C(C=C1)C(F)(F)F